6-chloro-5-(4-(methylsulfonyl)piperazin-1-yl)-1H-indazole ClC1=C(C=C2C=NNC2=C1)N1CCN(CC1)S(=O)(=O)C